OC1=C(C=CC=C1)C=1SC(=CN1)C(=O)NCCC1=CC=CC=C1 2-(2-hydroxyphenyl)-N-phenethylthiazole-5-carboxamide